(4-((3-(7-((3-oxaspiro[5.5]undecan-9-yl)amino)-3-(2,2,2-trifluoroethyl)benzo[b]thiophen-2-yl)prop-2-yn-1-yl)amino)-3-methoxyphenyl)dimethylphosphine oxide C1COCCC12CCC(CC2)NC2=CC=CC1=C2SC(=C1CC(F)(F)F)C#CCNC1=C(C=C(C=C1)P(C)(C)=O)OC